FC(C=1N=C(SC1)NC(=O)C=1C(=CC=2N(C1)C=C(N2)C21COC(CC2)(C1)C)OC(C)C)F N-(4-(difluoromethyl)thiazol-2-yl)-7-isopropoxy-2-(1-methyl-2-oxabicyclo[2.2.1]heptan-4-yl)imidazo[1,2-a]pyridine-6-carboxamide